BrC=1C=NN(C1\C=C(/C#N)\C1=CC(=CC(=C1)OC)F)C (Z)-3-(4-bromo-1-methyl-1H-pyrazol-5-yl)-2-(3-fluoro-5-methoxyphenyl)acrylonitrile